CC=1C=CC=C2C(=CC=NC12)NC[C@@H]1CC[C@H](CC1)C(=O)NC1=C(C=CC=C1)C trans-4-{[(8-methylquinolin-4-yl)amino]methyl}-N-(o-tolyl)cyclohexane-1-carboxamide